2,2-dimethyl-1,3-propane-diamine CC(CN)(CN)C